N-(4-((3-chloro-4-fluorophenyl)amino)-7-(((S)-tetrahydrofuran-3-yl)oxy)quinazolin-6-yl)-6-((2-(2,6-dioxopiperidin-3-yl)-1-oxoisoindolin-4-yl)thio)hexanamide ClC=1C=C(C=CC1F)NC1=NC=NC2=CC(=C(C=C12)NC(CCCCCSC1=C2CN(C(C2=CC=C1)=O)C1C(NC(CC1)=O)=O)=O)O[C@@H]1COCC1